1-((2,3-dihydrobenzofuran-5-yl)sulfonyl)-4-methylpyrrolidine-3-carboxamide O1CCC2=C1C=CC(=C2)S(=O)(=O)N2CC(C(C2)C)C(=O)N